N[C@H]1C[C@H](CCC1)C(=O)N cis-3-aminocyclohexane-1-carboxamide